COC=1C(=CC2=C(C(=NO2)NS(=O)(=O)C2=C(C=CC=C2)OC)C1)CN1N=CC(=C1)CNC(OC(C)(C)C)=O tert-butyl ((1-((5-methoxy-3-((2-methoxyphenyl)sulfonamido)benzo[d]isoxazol-6-yl)methyl)-1H-pyrazol-4-yl)methyl)carbamate